OC1=C(C=C(C=C1CO)CC(C)C1=CC(=C(C(=C1)CO)O)CO)CO 1,2-bis(4-hydroxy-3,5-dihydroxymethylphenyl)propane